ethyl 2-methyl-4-(1-methyl-1H-imidazol-4-yl)quinoline-6-carboxylate CC1=NC2=CC=C(C=C2C(=C1)C=1N=CN(C1)C)C(=O)OCC